(R)-6-chloro-3-((1-(3,6-dimethyl-2-(3-methyloxetan-3-yl)-4-oxo-3,4-dihydroquinazolin-8-yl)ethyl)amino)picolinic acid ClC1=CC=C(C(=N1)C(=O)O)N[C@H](C)C=1C=C(C=C2C(N(C(=NC12)C1(COC1)C)C)=O)C